5-(6-(Methoxy-d3)-5-(2-(trifluoromethyl)cyclopropyl)pyridazin-3-yl)pyrimidine-2,4(1H,3H)-dione C(OC1=C(C=C(N=N1)C=1C(NC(NC1)=O)=O)C1C(C1)C(F)(F)F)([2H])([2H])[2H]